FC=1C=NN2C1N=CC=C2N2CCC1(C(N3[C@H](O1)CC[C@H]3C3=C(C=CC=C3)C)=O)CC2 (5'S,7a'R)-1-(3-fluoropyrazolo[1,5-a]pyrimidin-7-yl)-5'-(2-methylphenyl)tetrahydro-3'H-spiro[piperidine-4,2'-pyrrolo[2,1-b][1,3]oxazol]-3'-one